O1CCC(CC1)N1C(=CC2=C1N=CN=C2)C#N 7-(tetrahydro-2H-pyran-4-yl)-7H-pyrrolo[2,3-d]pyrimidine-6-carbonitrile